O[C@H](CC(=O)N1CC2(CC2)C[C@H]1C(=O)N[C@@H](C[C@H]1C(NCC1)=O)C(COC(F)(F)F)=O)C(C)C (S)-5-((R)-3-hydroxy-4-methylpentanoyl)-N-((S)-3-oxo-1-((S)-2-oxopyrrolidin-3-yl)-4-(trifluoromethoxy)butan-2-yl)-5-azaspiro[2.4]heptane-6-carboxamide